N'-(4-hydroxy-2-methyl-phenyl)-6-(6-methoxy-4-methyl-3-pyridyl)-4-[[(3S)-tetrahydrofuran-3-yl]amino]pyrrolo[1,2-b]pyridazine-3-carboxamidine OC1=CC(=C(C=C1)N=C(N)C1=C(C=2N(N=C1)C=C(C2)C=2C=NC(=CC2C)OC)N[C@@H]2COCC2)C